5-phenylpentan-1-amine C1(=CC=CC=C1)CCCCCN